4-(2-Cyclopentyl-4-((6-((7-(trifluoromethyl)quinolin-4-yl)thio)hexyl)amino)phenyl)piperazine-1-carboxylic acid tert-butyl ester C(C)(C)(C)OC(=O)N1CCN(CC1)C1=C(C=C(C=C1)NCCCCCCSC1=CC=NC2=CC(=CC=C12)C(F)(F)F)C1CCCC1